NC1=NNC(C2=C1N(C=C2[C@H]2CN(CCC2)C(\C=C\[C@@H]2N(CC2)C)=O)C2=CC=C(C=C2)OC2=C(C=CC=C2)F)=O 7-amino-1-(4-(2-fluorophenoxy)phenyl)-3-((S)-1-((E)-3-((R)-1-methylazetidin-2-yl)acryloyl)piperidin-3-yl)-1,5-dihydro-4H-pyrrolo[2,3-d]pyridazin-4-one